C8-octanoic acid CCCCCCCC(=O)O